C(C1=CC=CC=C1)C1C2C3(NCC1CC3CN2CC(C)C)C(=O)NCC2=CC(=CC=C2)C 7-benzyl-1-isobutyl-N-(3-methylbenzyl)octahydro-3aH-3,6-methanopyrrolo[3,2-b]pyridine-3a-carboxamide